(-)-N,N'-bis(3,5-di-tert-butylsalicyl)-1,2-cyclohexanediamine cobalt (II) [Co+2].C(C)(C)(C)C1=C(C(CNC2C(CCCC2)NCC=2C(O)=C(C=C(C2)C(C)(C)C)C(C)(C)C)=CC(=C1)C(C)(C)C)O